COC(=O)C=1C(C(=C(NC1C)C)C(=O)OC(CN(C)CCC(C1=CC=CC=C1)C1=CC=CC=C1)(C)C)C1=CC(=CC=C1)[N+](=O)[O-] 1,4-dihydro-2,6-dimethyl-4-(3-nitrophenyl)-3,5-pyridinedicarboxylic acid 2-[(3,3-diphenylpropyl) methylamino]-1,1-dimethylethyl methyl ester